BICYCLO[6.1.0]NON-4-YNE C12CCC#CCCC2C1